C(C)(C)(C)C1=CC=C(C=C1)SN1C(CCC1=O)=O N-(4-t-butylphenylthio)succinimide